2-[2-(5-chloro-2-fluoro-phenyl)-benzimidazol-1-yl]-2,N-dicyclohexyl-acetamide ClC=1C=CC(=C(C1)C1=NC2=C(N1C(C(=O)NC1CCCCC1)C1CCCCC1)C=CC=C2)F